ClCC(=O)NC1=CC=C(C=C1)CNC1NC(NC(N1)NC)NC1=C2C=CN=CC2=CC=C1 2-Chloro-N-[4-({[6-(isoquinolin-5-ylamino)-4-(methylamino)-1,3,5-triazacyclohexan-2-yl]amino}methyl)phenyl]acetamide